C(CCCCCCCCCCCCCCC)(=O)OC[C@@H](OC(CCCC=O)=O)COP(=O)(O)OCC[N+](C)(C)C 1-palmitoyl-2-[5-oxovaleroyl]-sn-glycero-3-phosphorylcholine